2-(4-tert-butyl-5-chloro-2-methyl-phenyl)-5-methoxy-1H-1,6-naphthyridin-4-one C(C)(C)(C)C1=CC(=C(C=C1Cl)C=1NC2=CC=NC(=C2C(C1)=O)OC)C